C(CC(=O)C)(=O)OCC(C)C i-butyl acetoacetate